C(C)(C)(C)OC(=O)N1CCN(CC1)CC1=C(C=CC(=C1)CC(C)C)C#N 4-[(2-cyano-5-isobutyl-phenyl)methyl]piperazine-1-carboxylic acid tert-butyl ester